[Mg].[B].N1N=NC=C1.N1N=NC=C1 bis(1,2,3-triazole) boron magnesium salt